tert-butyl-5-(cyclopropylethynyl)-2-(4,4-difluoropiperidin-1-yl)-N-(2-sulfamoylpyridin-4-yl)-6-(trifluoromethyl)nicotinamide C(C)(C)(C)C1=C(C(=NC(=C1C(=O)NC1=CC(=NC=C1)S(N)(=O)=O)N1CCC(CC1)(F)F)C(F)(F)F)C#CC1CC1